Cl.ClC1=C(C=CC(=C1)OCC=1C(=NOC1C1CC1)C1=C(C=CC=C1Cl)Cl)C1(CNC1)O 3-(2-chloro-4-((5-cyclopropyl-3-(2,6-dichlorophenyl)isoxazol-4-yl)methoxy)phenyl)azetidin-3-ol hydrochloride